methyl[1,3]thiazolo[5,4-b]pyridin-2-amine CC1=CC=C2C(=N1)SC(=N2)N